CC1=C(C=C(C=C1)Br)C 3,4-dimethylbromobenzene